(S)-2-amino-3-(1H-imidazol-4-yl)-N-(4-(trifluoromethoxy)benzyl)propanamide N[C@H](C(=O)NCC1=CC=C(C=C1)OC(F)(F)F)CC=1N=CNC1